C(#N)C1=C(C=C(C(=C1)OC)C#N)OC 1,4-dicyano-2,5-dimethoxybenzene